C1=NC2=NC(=NC(=C2N1)N)F The molecule is an organofluorine compound that is adenine in which the hydrogen at position 2 (the carbon between the two nitrogens of the pyrimidine ring) is replaced by a fluorine. It has a role as an antineoplastic agent. It is an organofluorine compound and a member of purines.